NC1=C(C(=NN1C1=CC=C(C=C1)C)C1=CC=C(C=C1)Br)C#N 5-amino-3-(4-bromophenyl)-1-(p-tolyl)pyrazole-4-carbonitrile